C(CCCCCCCCC\C=C/CCCC)=O (11Z)-11-Hexadecenal